(4-(5-((3,4-dichlorophenyl)difluoromethyl)-1,3,4-oxadiazol-2-yl)-8,8-dioxido-8-thia-2-azaspiro[4.5]decan-2-yl)(thiazol-5-yl)methanone ClC=1C=C(C=CC1Cl)C(C1=NN=C(O1)C1CN(CC12CCS(CC2)(=O)=O)C(=O)C2=CN=CS2)(F)F